(19S)-19-Ethyl-19-hydroxy-6-(3-oxo-3-phenylprop-1-enyl)-17-oxa-3,13-diazapentacyclo[11.8.0.02,11.04,9.015,20]henicosa-1(21),2(11),3,5,7,9,15(20)-heptaene-14,18-dione C(C)[C@]1(C(OCC=2C(N3CC=4C=C5C=CC(=CC5=NC4C3=CC12)C=CC(C1=CC=CC=C1)=O)=O)=O)O